(S)-1-((6-aminopyridazin-4-yl-3-d)methyl)-4-(trifluoromethyl)imidazolidin-2-one (1S,3R)-3-[3-({[2-(meth-ylsulfonyl)phenyl]acetyl}-amino)-1H-pyrazol-5-yl]cyclopentyl-propyl-carbamate CS(=O)(=O)C1=C(C=CC=C1)CC(=O)NC1=NNC(=C1)[C@H]1C[C@H](CC1)N(C(O)=O)CCC.NC1=CC(=C(N=N1)[2H])CN1C(N[C@@H](C1)C(F)(F)F)=O